N=1C=NN2C1C=C(C=C2)OC2=CC(=C(C=C2C)NC2=NC=NC1=CC(=C(C=C21)NC(/C(=C/[C@@H]2N(CCC2)C)/F)=O)OC)OC (R,Z)-N-(4-((4-([1,2,4]triazolo[1,5-a]pyridin-7-yloxy)-2-methoxy-5-methylphenyl)amino)-7-methoxy-quinazolin-6-yl)-2-fluoro-3-(1-methylpyrrolidin-2-yl)acrylamide